C(CCCCC)(=O)OCCO ethylene glycol monocaproate